Diphenyl-(3-(pyren-1-yl)phenyl)phosphine oxide C1(=CC=CC=C1)P(C1=CC(=CC=C1)C1=CC=C2C=CC3=CC=CC4=CC=C1C2=C34)(C3=CC=CC=C3)=O